C[C@H]1C(C(CO1)C(=O)OC)=O methyl (5S)-5-methyl-4-oxotetrahydrofuran-3-carboxylate